O1CCN(CC1)CC=1C=C(C(=O)N)C=CC1 3-(morpholinomethyl)benzamide